N1C(=NC2=C1C=CC=C2)CN(CCCCN)C2CCCC=1N=CNC12 N1-(1H-benzoimidazol-2-ylmethyl)-N1-(4,5,6,7-tetrahydro-3H-benzoimidazol-4-yl)-butane-1,4-diamine